C(C=C)(=O)N1CC(C1)CN1C(C(N(C2=CC(=C(C=C12)Cl)C1=CC(=CC2=CC=CC=C12)O)C1=C(C=CC=C1)C(C)C)=O)=O 1-((1-acryloylazetidin-3-yl)methyl)-7-chloro-6-(3-hydroxynaphthalen-1-yl)-4-(2-isopropylphenyl)quinoxaline-2,3(1h,4h)-dione